4-(2-amino-2-methylpropionyl)-N-(1-(6-(((cis)-4-aminocyclohexyl)amino)-5,6,7,8-tetrahydronaphthalen-2-yl)-2-oxo-1,2-dihydropyrimidin-4-yl)piperazine-1-carboxamide hydrochloride Cl.NC(C(=O)N1CCN(CC1)C(=O)NC1=NC(N(C=C1)C1=CC=2CCC(CC2C=C1)N[C@@H]1CC[C@@H](CC1)N)=O)(C)C